C(C)(=O)N1[C@@]2([C@@H]3[C@@H]([C@H](C1)C[C@H]2CN3CC(C)C)CC(C)C)C(=O)NCC(C)C |o1:4,5,6,7,10| (3S*,3aS*,6R*,7R*,7aS*)-4-acetyl-N,1,7-triisobutyloctahydro-3aH-3,6-methanopyrrolo[3,2-b]pyridine-3a-carboxamide